[Ce].N1=CC=CC=C1.C1(=CC=CC=C1)P(C1=CC=CC=C1)C1=CC=CC=C1 Triphenylphosphan-Pyridin cerium